FC=1C=C(C=C(C1F)N[C@@H](C)C1CCNCC1)C1=NNC(O1)=O 5-(3,4-Difluoro-5-{[(1S)-1-(piperidin-4-yl)ethyl]amino}phenyl)-1,3,4-oxadiazol-2(3H)-one